NC=1C(=NC(=NC1)N[C@@H]1CN(C[C@H](C1)F)C(=O)OCC1=CC=CC=C1)NC(C)C benzyl (3S,5S)-3-[[5-amino-4-(isopropylamino)pyrimidin-2-yl]amino]-5-fluoro-piperidine-1-carboxylate